N-[7-morpholino-5-[4-(pyridazin-3-ylamino)cyclohexoxy]-1,6-naphthyridin-3-yl]methanesulfonamide O1CCN(CC1)C1=NC(=C2C=C(C=NC2=C1)NS(=O)(=O)C)OC1CCC(CC1)NC=1N=NC=CC1